C(CCCCCCCCCCCCCCCCC)N1C(C=CC1=O)=O N-octadecyl-maleinimide